5-((4-(2-chlorophenyl)piperidin-1-yl)methyl)-2-(2,6-dioxopiperidin-3-yl)isoindoline-1,3-dione ClC1=C(C=CC=C1)C1CCN(CC1)CC=1C=C2C(N(C(C2=CC1)=O)C1C(NC(CC1)=O)=O)=O